ClC=1C=CC=2N(N1)C(C=C(N2)C2=CC(=C(C=C2)OC)OC)=O 7-chloro-2-(3,4-dimethoxyphenyl)-4H-pyrimido[1,2-B]pyridazin-4-one